3-[[6-[3-(Difluoromethyl)-4-fluoro-phenyl]pyrazolo[4,3-b]pyridin-1-yl]methyl]-4-methyl-isoxazole FC(C=1C=C(C=CC1F)C=1C=C2C(=NC1)C=NN2CC2=NOC=C2C)F